BrC1=CC(=C(C=C1F)NCCC(=O)O)OC 3-((4-bromo-5-fluoro-2-methoxyphenyl)amino)propionic acid